2-(4-(2-(2,3-difluoro-6-(3-((methylamino)methyl)pyrazolo[1,5-a]pyridin-5-yl)phenoxy)ethyl)-1,5-dimethyl-1H-pyrazol-3-yl)propan-2-ol FC1=C(OCCC=2C(=NN(C2C)C)C(C)(C)O)C(=CC=C1F)C1=CC=2N(C=C1)N=CC2CNC